C(C1=CC=CC=C1)[C@@H]1CSCCN1C1=NC=C2C(=N1)N(N=C2C=2C(=C(C(=C(C2)C(F)(F)F)F)O)F)C (R)-3-(6-(3-Benzylthiomorpholino)-1-methyl-1H-pyrazolo[3,4-d]pyrimidin-3-yl)-2,6-difluoro-5-(trifluoromethyl)phenol